1-iodo-4-(bromomethyl)benzene IC1=CC=C(C=C1)CBr